B(F)(F)F.[Sn] Tin boron fluoride